NC=1C=2N(C=C(N1)C1=CC=NN1C)C(=CN2)C=2C=C(C=CC2C)C(C(CC)O)(F)F (3-(8-amino-6-(1-methyl-1H-pyrazol-5-yl)imidazo[1,2-a]pyrazin-3-yl)-4-methylphenyl)-1,1-difluorobutan-2-ol